C(#N)C=1C=NC=2N(C1)N=CC2C2=CC(=C(C=N2)C(=O)OC(C)(C)C)NC2CC2 tert-Butyl 6-(6-cyanopyrazolo[1,5-a]pyrimidin-3-yl)-4-(cyclopropylamino)pyridine-3-carboxylate